1-isopropyl-3-(5-methylpyridin-2-yl)-2,4-dioxo-1,2,3,4-tetrahydropyrimidine-5-carboxamide C(C)(C)N1C(N(C(C(=C1)C(=O)N)=O)C1=NC=C(C=C1)C)=O